Tris[2-(2,2,2-trifluoroethoxy)ethyl]Tris(glycidyloxy)phosphine FC(COCCC1(C(OP(OCC2CO2)OCC2CO2)(CCOCC(F)(F)F)CCOCC(F)(F)F)CO1)(F)F